N[C@@H]1CN(CC1)C=1C=C(C=CC1)C(C(=O)NC1=CC=C(C=C1)C1=CC2=C(N=CN=C2N2CCS(CC2)(=O)=O)N1COCC[Si](C)(C)C)(C)C (S)-2-(3-(3-aminopyrrolidin-1-yl)phenyl)-N-(4-(4-(1,1-dioxidothiomorpholino)-7-((2-(trimethylsilyl)ethoxy)methyl)-7H-pyrrolo[2,3-d]pyrimidin-6-yl)phenyl)-2-methylpropanamide